1-(4-(difluoromethoxy)phenyl)-7-ethoxy-3-(1-methyl-6-oxo-1,6-dihydropyridin-3-yl)-1,8-naphthyridin-2(1H)-one FC(OC1=CC=C(C=C1)N1C(C(=CC2=CC=C(N=C12)OCC)C1=CN(C(C=C1)=O)C)=O)F